N(=[N+]=[N-])C(CO)CO 2-azidopropane-1,3-diol